CC1CC=2C=C3CCCC3=C(C21)N 2-methyl-2,4,5,6-tetrahydro-1H-cyclobuta[f]inden-3-amine